C1CC12CCN(CC2)C=2C=C(C=CC2C=2N=NN(C2)C2=NC(=NC(=C2)C)N2CCC(CC2)(F)F)NS(=O)(=O)[C@H](CO)C (2S)-N-(3-{6-azaspiro[2.5]octan-6-yl}-4-{1-[2-(4,4-difluoropiperidin-1-yl)-6-methylpyrimidin-4-yl]-1H-1,2,3-triazol-4-yl}phenyl)-1-hydroxypropane-2-sulfonamide